COC(=O)C=1C(=NN(C1C)C1=NC=CC(=C1)CC1=CC(=CC(=C1)C(F)(F)F)F)COC.C1(=CC=CC=C1)C(CCN1CCC(CC1)CCCC1CCN(CC1)CCC(=C)C1=CC=CC=C1)=C 1,3-bis(1-(3-phenylbut-3-enyl)piperidin-4-yl)propane methyl-1-(4-(3-fluoro-5-(trifluoromethyl)benzyl)pyridin-2-yl)-3-(methoxymethyl)-5-methyl-1H-pyrazole-4-carboxylate